4,5-bis(methyl-d3)-2-(phenanthro[2,3-b]benzofuran-9-yl)pyridine C(C1=CC(=NC=C1C([2H])([2H])[2H])C1=CC=CC=2C3=C(OC21)C=C2C=CC1=CC=CC=C1C2=C3)([2H])([2H])[2H]